1-[2-fluoro-6-[6-(6-methylpyridazin-3-yl)oxypyrazolo[1,5-a]pyridin-3-yl]pyridin-3-yl]cyclopropan-1-ol FC1=NC(=CC=C1C1(CC1)O)C=1C=NN2C1C=CC(=C2)OC=2N=NC(=CC2)C